NCCCCNC=1C=CC=2C(N(C(C3=CC=CC1C23)=O)CC)=O 6-((4-aminobutyl)amino)-2-ethyl-1H-benzo[de]isoquinoline-1,3(2H)-dione